NC=1C=C(C(=O)OC)C=C(C1NC(C)C)Br methyl 3-amino-5-bromo-4-(isopropylamino)benzoate